3-iodo-6-[2-(methylcarbamoyl)phenyl]sulfanyl-indazole-1-carboxylic acid tert-butyl ester C(C)(C)(C)OC(=O)N1N=C(C2=CC=C(C=C12)SC1=C(C=CC=C1)C(NC)=O)I